(Z)-(2,4-difluorophenyl) (piperidin-4-yl) ketoxime N1CCC(CC1)/C(=N/O)/C1=C(C=C(C=C1)F)F